tert-Butyl (2S)-2-(2,5-difluorophenyl)-4-(2,2,2-trifluoro-N-methylacetamido)piperidine-1-carboxylate FC1=C(C=C(C=C1)F)[C@H]1N(CCC(C1)N(C(C(F)(F)F)=O)C)C(=O)OC(C)(C)C